FC1=C(C=CC(=C1)C=1C=NNC1)C1CCN(CC1)C(=O)C1(CCCCC1)O (4-(2-fluoro-4-(1H-pyrazol-4-yl)phenyl)piperidin-1-yl)(1-hydroxycyclohexyl)methanone